NC(CC[Si](OC)(OC)OC)C γ-Aminobutyltrimethoxysilane